C(C(=C)C)(=O)OC1=C(C=CC=C1)C(C)(C)C1=C(C=CC=C1)OC(C(=C)C)=O 2,2-bis(methacryloxyphenyl)propane